2-(((tert-butyldimethyl-silyl)oxy)methyl)-3-methyl-5-(2-methyl-4-(6-(trifluoromethyl)pyrido[3,2-d]pyrimidin-2-yl)phenyl)-6,7-dihydropyrazolo[1,5-a]pyrazin-4(5H)-one C(C)(C)(C)[Si](OCC1=NN2C(C(N(CC2)C2=C(C=C(C=C2)C=2N=CC3=C(N2)C=CC(=N3)C(F)(F)F)C)=O)=C1C)(C)C